N-[2-(2-mercapto-7,8-dihydro-6H-indeno[5,4-d][1,3]oxazol-8-yl)ethyl]acetamide SC=1OC2=C(N1)C=CC=1CCC(C12)CCNC(C)=O